3,6-dimethyl-9H-fluorene CC=1C=CC=2CC3=CC=C(C=C3C2C1)C